N-(aminoethyl)-3-aminopropyl-methyl-dimethoxysilane 1-butyl-3-methylimidazoleacetonitrile salt C(CCC)N1C(N(C=C1)C)CC#N.NCCNCCC[Si](OC)(OC)C